tert-butyl (2-(4-(6-(3-iodo-1-(tetrahydro-2H-pyran-2-yl)-1H-pyrazol-4-yl)-1,5-naphthyridin-3-yl)-1H-1,2,3-triazol-1-yl)ethyl)(methyl)carbamate IC1=NN(C=C1C=1N=C2C=C(C=NC2=CC1)C=1N=NN(C1)CCN(C(OC(C)(C)C)=O)C)C1OCCCC1